N-(5-bromo-2,3-dihydro-1H-inden-1-yl)-4-methoxybenzamide BrC=1C=C2CCC(C2=CC1)NC(C1=CC=C(C=C1)OC)=O